COC(=O)C1=CN=C(S1)NC1=NC(=NN2C1=CC=C2)N2[C@@H](CCC2)CO (S)-2-((2-(2-(hydroxymethyl)pyrrolidin-1-yl)pyrrolo[2,1-f][1,2,4]triazin-4-yl)amino)thiazole-5-carboxylic acid methyl ester